(S)-Methyl 3-(2-tert-butyl-5-(1-(2,2-difluorobenzo[d][1,3]dioxol-5-yl)cyclopropanecarboxamido)-1H-indol-1-yl)-2-hydroxypropylcarbamate C(C)(C)(C)C=1N(C2=CC=C(C=C2C1)NC(=O)C1(CC1)C1=CC2=C(OC(O2)(F)F)C=C1)C[C@H](CNC(OC)=O)O